ClC1=C(C(=NC(=N1)SC)NC1=CC=C(C=C1)Cl)[N+](=O)[O-] 6-chloro-N-(4-chlorophenyl)-2-methylsulfanyl-5-nitro-pyrimidin-4-amine